N-cyclopropyl-4-(furan-2-yl)-5-(4-methylquinazolin-6-yl)pyrimidin-2-amine C1(CC1)NC1=NC=C(C(=N1)C=1OC=CC1)C=1C=C2C(=NC=NC2=CC1)C